ClC1=CC=C(OC(C(=O)N[C@H]2CC[C@@H](N(C2)C(=O)OC(C)(C)C)C=2OC(=NN2)C2=CC=C(C=C2)C(F)(F)F)C)C=C1 tert-butyl (2R,5S)-5-[2-(4-chlorophenoxy)propanamido]-2-{5-[4-(trifluoromethyl)phenyl]-1,3,4-oxadiazol-2-yl}piperidine-1-carboxylate